racemic-tert-butyl 3-aminopiperidine-1-carboxylate N[C@H]1CN(CCC1)C(=O)OC(C)(C)C |r|